Cl.Cl.N[C@H](C(=O)N1C=C(C2=CC(=CC=C12)OC)CCN(C)C)C (S)-2-amino-1-(3-(2-(dimeth-ylamino)ethyl)-5-methoxy-1H-indol-1-yl)propan-1-one dihydrochloride